benzyl-2-(7-fluoronaphthalen-1-yl)ethan-1-amine fumarate C(\C=C\C(=O)O)(=O)O.C(C1=CC=CC=C1)C(CC1=CC=CC2=CC=C(C=C12)F)N